3-(4-(6-Azabicyclo[3.1.1]heptane-3-yl)-5,7-difluoro-1-oxoisoindoline-2-yl)piperidine C12CC(CC(N1)C2)C2=C1CN(C(C1=C(C=C2F)F)=O)C2CNCCC2